IC1=C(C=C(C=C1)C1=CC=CC=C1)C1=CC=CC=C1 4'-iodo-1,1':3',1''-terphenyl